NC1=C(C=CC=C1)C1=NC=2C(=NC=CC2C2=CC(=C(CNC(=O)C3=NC(=NO3)C(C)(C)C)C=C2)S(=O)(=O)C)N1 N-(4-(2-(2-aminophenyl)-3H-imidazo[4,5-b]pyridin-7-yl)-2-(methylsulfonyl)benzyl)-3-(tert-butyl)-1,2,4-oxadiazole-5-carboxamide